Silver(I) Trifluoromethanethiolate FC([S-])(F)F.[Ag+]